imidazo[1,2-c]Pyrimidine-7-carboxylic acid methyl ester COC(=O)C1=CC=2N(C=N1)C=CN2